C(O[C@H]1CC[C@@]2([C@H]3CC[C@@]4([C@H](CC[C@@]4([C@@H]3CC[C@@H]2C1)O)C=1COC(C1)=O)C)C)(OCCN1CCCC1)=O (3S,5R,8R,9S,10S,13R,14S,17R)-14-hydroxy-10,13-dimethyl-17-(5-oxo-2,5-dihydrofuran-3-yl)hexadecahydro-1H-cyclopenta[a]phenanthren-3-yl (2-(pyrrolidin-1-yl)ethyl) carbonate